1-(5-bromoisoquinolin-8-yl)-3-(4-((1-methylpiperidin-4-yl)oxy)-3-(trifluoromethyl)phenyl)urea BrC1=C2C=CN=CC2=C(C=C1)NC(=O)NC1=CC(=C(C=C1)OC1CCN(CC1)C)C(F)(F)F